ClC1=C2C=NN(C2=CC(=C1)S(=O)(=O)NC1(CC1)C#C)C=1SC(=NN1)C(F)F 4-chloro-1-(5-(difluoromethyl)-1,3,4-thiadiazol-2-yl)-N-(1-ethynylcyclopropyl)-1H-indazole-6-sulfonamide